1,6-di(t-butylperoxycarbonyloxy)hexane C(C)(C)(C)OOC(=O)OCCCCCCOC(=O)OOC(C)(C)C